ethyl 2-(2-fluorophenyl)-6-(methylsulfonylmethyl)-6,7-dihydro-5H-pyrazolo[5,1-b][1,3]oxazine-3-carboxylate FC1=C(C=CC=C1)C1=NN2C(OCC(C2)CS(=O)(=O)C)=C1C(=O)OCC